(S)-7-(4-fluorobenzyl)-N-(4-fluorophenyl)-2-methyl-2,3-dihydro-1H-pyrido[2,3-b][1,4]oxazine-6-carboxamide FC1=CC=C(CC2=CC3=C(OC[C@@H](N3)C)N=C2C(=O)NC2=CC=C(C=C2)F)C=C1